N1N=NN=C1C1[C@H]2CN(C[C@@H]12)C(=O)OC(C)(C)C tert-butyl (1R,5S,6r)-6-(1H-tetrazol-5-yl)-3-azabicyclo[3.1.0]hexane-3-carboxylate